ClC1=NC=C(C(=N1)C1=NNN=C1I)F 2-chloro-5-fluoro-4-(5-iodo-2H-1,2,3-triazol-4-yl)pyrimidine